BrP(C1=CC=CC=C1)(C1=CC=CC=C1)(C1=CC=CC=C1)Br Dibromo(triphenyl)-λ^5-phosphane